methyl 1-((benzyloxy)methyl)-2-oxocyclopentane-1-carboxylate C(C1=CC=CC=C1)OCC1(C(CCC1)=O)C(=O)OC